N[C@H](C(=O)O)CC1C(NC2(COC2)C1)=O (2S)-2-amino-3-{6-oxo-2-oxa-5-azaspiro[3.4]octan-7-yl}propanoic acid